C(CC)C1=CC2=C(OCC(CO2)=O)C=C1 7-propyl-2H-benzo[b][1,4]dioxepin-3(4H)-one